(7S)-2-(((1-(2-(4-fluorophenoxy)ethyl)-1H-pyrazol-4-yl)methyl)amino)-4,7,8-trimethyl-7,8-dihydropteridin-6(5H)-one FC1=CC=C(OCCN2N=CC(=C2)CNC2=NC=3N([C@H](C(NC3C(=N2)C)=O)C)C)C=C1